C(C)N(C(C)C)C(C)C N-ethyl-N-isopropyl-propan-2-amine